(2'-hydroxyethoxy)-methylethane OCCOC(C)C